(2-(3,8-diazabicyclo[3.2.1]octan-8-yl)-7,8-dihydro-1,6-naphthyridin-6(5H)-yl)(pyrrolidin-1-yl)methanone C12CNCC(CC1)N2C2=NC=1CCN(CC1C=C2)C(=O)N2CCCC2